NCC=1C=NC(=NC1)C1=C(C=C(C#N)C=C1)OC=1N(N=C(C1)C1=NC=C(C=C1)F)C 4-[5-(aminomethyl)pyrimidin-2-yl]-3-[5-(5-fluoropyridin-2-yl)-2-methylpyrazol-3-yl]oxybenzonitrile